4-((4-Ethyl-2,2-dimethyl-3-oxo-1-oxa-4,9-diazaspiro[5.5]undecan-9-yl)methyl)benzonitril C(C)N1C(C(OC2(C1)CCN(CC2)CC2=CC=C(C#N)C=C2)(C)C)=O